Benzyl (R)-1-methylpyrrolidine-3-carboxylate CN1C[C@@H](CC1)C(=O)OCC1=CC=CC=C1